ClC1=C(OC(C(=O)NC2CCNCC2)(F)F)C=CC=C1 2-(2-chlorophenoxy)-2,2-difluoro-N-(piperidin-4-yl)acetamide